7-ethyl-6-(1-((1-methyl-1H-1,2,3-triazol-4-yl)sulfonyl)piperidin-4-yl)-[1,2,4]triazolo[1,5-a]pyridine C(C)C1=CC=2N(C=C1C1CCN(CC1)S(=O)(=O)C=1N=NN(C1)C)N=CN2